C(#N)C1=C(C=C(C=C1)F)N1N(C(=C(C1=O)NC(C1=CC=C(C=C1)OC(F)F)=O)C1=C(C=C(C=C1F)OC)F)C N-[2-(2-cyano-5-fluorophenyl)-5-(2,6-difluoro-4-methoxyphenyl)-1-methyl-3-oxo-2,3-dihydro-1H-pyrazol-4-yl]-4-(difluoromethoxy)benzamide